O=C1NC(CCC1N1C(C2=CC(=C(C=C2C1)CNC(=O)C1=CC2=C(O1)C(C1=CC=CC=C1C2=O)=O)F)=O)=O N-((2-(2,6-dioxopiperidin-3-yl)-6-fluoro-1-oxoisoindolin-5-yl)methyl)-4,9-dioxo-4,9-dihydronaphtho[2,3-b]furan-2-carboxamide